3-[(1S,2S,3R)-2,3-Difluoro-1-hydroxy-7-methylsulfonyl-indan-4-yl]oxy-5-fluorobenzonitrile F[C@H]1[C@H](C2=C(C=CC(=C2[C@H]1F)OC=1C=C(C#N)C=C(C1)F)S(=O)(=O)C)O